O1N=C(C=C1)[C@H](C)NC(=O)[C@H]1CN(CC[C@@H]1NC(=O)C1=NOC(=C1)C1=C(C=C(C=C1)F)F)C1CCCC1 (3S,4S)-1-cyclopentyl-4-{[5-(2,4-difluoro-phenyl)-isoxazole-3-carbonyl]-amino}-piperidine-3-carboxylic acid ((1S)-1-isoxazol-3-yl-ethyl)-amide